N-(7-(6-butyryl-4-methylpyridin-3-yl)-5-cyclopropyl-2,6-naphthyridin-3-yl)cyclopropanecarboxamide C(CCC)(=O)C1=CC(=C(C=N1)C1=NC(=C2C=C(N=CC2=C1)NC(=O)C1CC1)C1CC1)C